C(CC)N1CN=CC2=C1SC=C2 N-propylthieno[2,3-d]pyrimidin